BrC1=NNC(=C1)C(=O)N (3-bromo-1H-pyrazol-5-yl)carboxamide